tetrabutylphosphonium triFluoroacetate FC(C(=O)[O-])(F)F.C(CCC)[P+](CCCC)(CCCC)CCCC